ClC=1C=NN(C(C1Cl)=O)CC(=O)NC1=C(C=C(C(=C1)S(N(C)C)(=O)=O)C)C 2-(4,5-dichloro-6-oxopyridazin-1(6H)-yl)-N-(5-(N,N-dimethylsulfamoyl)-2,4-dimethylphenyl)acetamide